CC=1C2=C(N=NC1C1=CC=C3C(C=CO3)=C1O)N(C=N2)[C@H]2CN(CCC2)CC(F)(F)F 5-[4-methyl-7-[(3R)-1-(2,2,2-trifluoroethyl)-3-piperidyl]imidazo[4,5-c]pyridazin-3-yl]benzofuran-4-ol